N1CC(C1)NC(=O)C1=NC2=NC(=NC(=C2N1)N1CCOCC1)N/N=C/C=1C=C(C=CC1)C N-(azetidin-3-yl)-6-morpholino-2-[(2E)-2-(m-tolylmethylene)hydrazino]-7H-purine-8-carboxamide